3,5,5-trimethylcyclohexylcarbamic acid butyl ester C(CCC)OC(NC1CC(CC(C1)(C)C)C)=O